1-(((cis)-3,3-difluorohexahydropyrrolo[3,4-b]pyrrol-5(1H)-yl)methyl)cyclopropanecarboxylic acid FC1([C@H]2[C@@H](NC1)CN(C2)CC2(CC2)C(=O)O)F